5'-methyl-3-(5-methyl-4H-1,2,4-triazol-3-yl)-4-pentyl-1',2',3',4'-tetrahydro-[1,1'-biphenyl] CC=1CCCC(C1)C1=CC(=C(C=C1)CCCCC)C1=NN=C(N1)C